2-(4-cyano-2-methoxy-phenoxy)-N-[3-(methylsulfonyl)phenyl]-5-tetrahydropyran-4-yl-pyridine-3-carboxamide C(#N)C1=CC(=C(OC2=NC=C(C=C2C(=O)NC2=CC(=CC=C2)S(=O)(=O)C)C2CCOCC2)C=C1)OC